3-chloro-2,5-bis(trifluoromethyl)pyridine ClC=1C(=NC=C(C1)C(F)(F)F)C(F)(F)F